N-[2-(2-aminoethylcarbamoylamino)ethyl]-2-chloro-4-[[3-[3-(trifluoromethyl)-1H-pyrazol-4-yl]imidazo[1,2-a]pyrazin-8-yl]amino]benzamide formate C(=O)O.NCCNC(=O)NCCNC(C1=C(C=C(C=C1)NC=1C=2N(C=CN1)C(=CN2)C=2C(=NNC2)C(F)(F)F)Cl)=O